C1CCC2=C(C=CC=C12)N 2,3-dihydro-1H-inden-4-ylamine